tert-butyl 8-(3-amino-2-nitrophenyl)-3,8-diazabicyclo[3.2.1]octane-3-carboxylate NC=1C(=C(C=CC1)N1C2CN(CC1CC2)C(=O)OC(C)(C)C)[N+](=O)[O-]